tert-butyl N-[2-({3-[2-(2,6-dioxopiperidin-3-yl)-1-oxo-2,3-dihydro-1H-isoindol-5-yl]prop-2-yn-1-yl}oxy)ethyl]carbamate O=C1NC(CCC1N1C(C2=CC=C(C=C2C1)C#CCOCCNC(OC(C)(C)C)=O)=O)=O